tert-butyl {(1R,3R)-1-[2-acetyl-6-(difluoromethoxy)phenyl]-7-chloro-2,3-dihydro-1H-pyrrolo[1,2-a]benzimidazol-3-yl}carbamate C(C)(=O)C1=C(C(=CC=C1)OC(F)F)[C@H]1C[C@H](C2=NC3=C(N21)C=C(C=C3)Cl)NC(OC(C)(C)C)=O